2-(1-acryloyl-4-(2-(2-(dimethylamino)ethoxy)-7-(isoindolin-2-yl)-5,6,7,8-tetrahydroquinazolin-4-yl)piperazin-2-yl)acetonitrile C(C=C)(=O)N1C(CN(CC1)C1=NC(=NC=2CC(CCC12)N1CC2=CC=CC=C2C1)OCCN(C)C)CC#N